C1(CCC1)N(C12CCC(CC1)(CC2)CN2N=C(C=1CN(CCC12)C=1C2=C(N=C(N1)C)C(=NN2C)C)C)C2CCC2 N,N-dicyclobutyl-4-((3-methyl-5-(1,3,5-trimethyl-1H-pyrazolo[4,3-d]pyrimidin-7-yl)-4,5,6,7-tetrahydro-1H-pyrazolo[4,3-c]pyridin-1-yl)methyl)bicyclo[2.2.2]octan-1-amine